1-((dimethylamino)-(morpholino))oxypentafluorophenylmethylamine hexafluorophosphate F[P-](F)(F)(F)(F)F.CN(C)C1OCCN(C1)OC1(C(C(=C(C(=C1F)F)F)F)F)CN